(E)-{2-[(1E)-2-(hydroxycarbamoyl)eth-1-en-1-yl]phenyl}-3-phenoxypyridine-2-carboxamide ONC(=O)/C=C/C1=C(C=CC=C1)C1=C(C(=NC=C1)C(=O)N)OC1=CC=CC=C1